OCCS(=O)(=O)NC1=CC(=C(C(=O)NC=2C=C3C=4CC(CCC4N(C3=C(C2)F)C)(F)F)C=C1)N1CCC2(CC2)CC1 4-((2-hydroxyethyl)sulphonamido)-2-(6-azaspiro[2.5]oct-6-yl)-N-(3,3,8-trifluoro-9-methyl-2,3,4,9-tetrahydro-1H-carbazol-6-yl)benzamide